1,5-dimethyl-9-[2-carboxy(4-cyclohexenyl)]carbonyloxyanthracene CC1=CC=CC2=CC3=C(C=CC=C3C(=C12)OC(=O)C1C(CC=CC1)C(=O)O)C